di-tert-butyl (2S)-2-({[(2S)-6-{[(2S)-2-amino-5-phenylpentanoyl]amino}-1-tert-butoxy-1-oxohexan-2-yl]carbamoyl}amino)pentanedioate N[C@H](C(=O)NCCCC[C@@H](C(=O)OC(C)(C)C)NC(=O)N[C@H](C(=O)OC(C)(C)C)CCC(=O)OC(C)(C)C)CCCC1=CC=CC=C1